2-{4-[cyclopropyl-(1,2-oxazol-3-ylmethyl)amino]piperidin-1-yl}-6-azaspiro[3.4]octane-6-carboxylic acid ethyl ester C(C)OC(=O)N1CC2(CC(C2)N2CCC(CC2)N(CC2=NOC=C2)C2CC2)CC1